3-Phenyl-3-(4-morpholinophenyl)-6-methoxy-7-(3-hydroxymethylenpiperidin-1-yl)-13,13-dimethyl-3H,13H-indeno[2',3':3,4]naphtho-[1,2-b]pyran C1(=CC=CC=C1)C1(C=CC2=C(O1)C=1C=C(C(=CC1C1=C2C(C2=CC=CC=C21)(C)C)N2CC(CCC2)=CO)OC)C2=CC=C(C=C2)N2CCOCC2